The molecule is a polyunsaturated fatty acyl CoA(4-) obtained by deprotonation of the phosphate and diphosphate OH groups of (11Z,14Z)-icosadienoyl-CoA; major species at pH 7.3. It is a polyunsaturated fatty acyl-CoA(4-), an (11Z)-Delta(11)-fatty acyl-CoA(4-) and a 3-substituted propionyl-CoA(4-). It is a conjugate base of an (11Z,14Z)-icosadienoyl-CoA. CCCCC/C=C\\C/C=C\\CCCCCCCCCC(=O)SCCNC(=O)CCNC(=O)[C@@H](C(C)(C)COP(=O)([O-])OP(=O)([O-])OC[C@@H]1[C@H]([C@H]([C@@H](O1)N2C=NC3=C(N=CN=C32)N)O)OP(=O)([O-])[O-])O